BrC1=CC(=C(C=C1)C(=C(C#N)C#N)OC)F 2-[(4-bromo-2-fluorophenyl)(methoxy)methylene]malononitrile